BrC=1C(=NC(=NC1Cl)Cl)N(C1=CC=C(C=C1)OC1=CC=CC=C1)CC(=C)C 5-bromo-2,6-dichloro-N-(2-methylallyl)-N-(4-phenoxyphenyl)pyrimidin-4-amine